tert-butyl (R)-4-(7-fluoroimidazo[1,2-a]pyridin-3-yl)-7-((5-(3-(2-hydroxypropan-2-yl)piperidin-1-yl)pyridin-2-yl)amino)-1-oxo-1,3-dihydro-2H-pyrrolo[3,4-c]pyridine-2-carboxylate FC1=CC=2N(C=C1)C(=CN2)C2=NC=C(C1=C2CN(C1=O)C(=O)OC(C)(C)C)NC1=NC=C(C=C1)N1C[C@@H](CCC1)C(C)(C)O